Propanoic acid, phenylmethyl ester C(CC)(=O)OCC1=CC=CC=C1